SC(CCC)O[Si](OCCCC)(OCCCC)CCC mercapto-propyltributoxysilane